C1(CCC1)CC1N(CCN(C1)S(=O)(=O)C)C1=NC=C2C(=N1)N(N=C2I)C 6-(2-(Cyclobutylmethyl)-4-(methylsulfonyl)piperazin-1-yl)-3-iodo-1-methyl-1H-pyrazolo[3,4-d]pyrimidine